CC=1C=C(C=C(C1N1CCN(CC1)C)C)C=1C=C2C(=NC1)NC=C2C#CCOC 5-(3,5-dimethyl-4-(4-methylpiperazin-1-yl)benzeneyl)-3-(3-methoxy-prop-1-yn-1-yl)-1H-pyrrolo[2,3-b]pyridine